[Sm].C1(=CC=CC=C1)OP(OC1=CC=CC=C1)=O diphenyl-phosphonic acid samarium